3a,4,7,7a-tetrahydro-2-hydroxy-4,7-ethano-1H-isoindole-1,3(2H)-dione ON1C(C2C3C=CC(C2C1=O)CC3)=O